ClC1=C(C=CC=C1)C1=NN(C=C1C(=O)NCCOCC)C 3-(2-chlorophenyl)-N-(2-ethoxyethyl)-1-methyl-1H-pyrazole-4-carboxamide